CC1(OB(OC1(C)C)C1=CC2=C(CN(CCO2)C[C@H](C)O)C=C1)C (2S)-1-[8-(4,4,5,5-tetramethyl-1,3,2-dioxaborolan-2-yl)-3,5-dihydro-2H-1,4-benzoxazepin-4-yl]propan-2-ol